CS(=O)(=O)O.C(CCCCC)(=O)O hexanoic acid methanesulfonate